{[1,1'-binaphthalene]-2,2'-diylbis(oxythianthrene-9,1-diyl)}dimethanol C1(=C(C=CC2=CC=CC=C12)OC=1C=CC=C2SC=3C=CC=C(C3SC12)CO)C1=C(C=CC2=CC=CC=C12)OC=1C=CC=C2SC=3C=CC=C(C3SC12)CO